2-(methacryloyloxy)ethyl-(2,3-dihydroxybenzoyl)lysine C(C(=C)C)(=O)OCCN([C@@H](CCCCN)C(=O)O)C(C1=C(C(=CC=C1)O)O)=O